isobutyl 2-(5-(tert-butyl)-2-(isopropyl(isobutoxycarbonyl)amino)-3-methylphenyl)-2-(4-chlorophenyl)acetate C(C)(C)(C)C=1C=C(C(=C(C1)C(C(=O)OCC(C)C)C1=CC=C(C=C1)Cl)N(C(=O)OCC(C)C)C(C)C)C